NC=1C(=C2C(=NC1)SC=C2)N2C[C@H](CCC2)NC(OC(C)(C)C)=O tert-Butyl [(3S)-1-(5-aminothieno[2,3-b]pyridin-4-yl)piperidin-3-yl]carbamate